C(C)(C)(C)OC(=O)N1CCC(CC1)(O)C(C1CCOCC1)C1=NC=C(C=C1)Cl.BrC=1C=C(C=NC1N[C@@H](C)C1=CC=CC=C1)S(=O)(=O)NC 5-bromo-N-methyl-6-[[(1S)-1-phenylethyl]amino]pyridine-3-sulfonamide tert-butyl-4-[(5-chloro-2-pyridyl)-tetrahydropyran-4-yl-methyl]-4-hydroxy-piperidine-1-carboxylate